CC1=CC=CC(=N1)C(=O)[O-] 6-methylpyridine-2-carboxylate